BrC=1C(=NC=CC1)C(O)C1=CC=C(C=C1)F (3-bromopyridin-2-yl)(4-fluorophenyl)methanol